(5-chloroisoindolin-2-yl)-3-isopropyl-N-(4-(2-methoxyethoxy)phenyl)-7-(1H-pyrazol-4-yl)pyrazolo[1,5-a]pyrimidine-2-carboxamide ClC=1C=C2CN(CC2=CC1)C1=NC=2N(C(=C1)C=1C=NNC1)N=C(C2C(C)C)C(=O)NC2=CC=C(C=C2)OCCOC